(4-Methoxyphenyl)(1-(4-propylphenyl)piperidin-4-yl)methanone COC1=CC=C(C=C1)C(=O)C1CCN(CC1)C1=CC=C(C=C1)CCC